2,4,6-trihydroxy-benzene OC1=CC(=CC(=C1)O)O